C1(=CCCC1)C1=NC(=C(C2=C1C=NN2CC2=CC=C(C=C2)OC)C(=O)OC)C2=CC=C(C=C2)CNC(=O)C2=C(C=CC=C2)OC methyl 4-(cyclopent-1-en-1-yl)-6-(4-{[(2-methoxyphenyl)-formamido] methyl} phenyl)-1-[(4-methoxyphenyl) methyl]-1H-pyrazolo[4,3-c]pyridine-7-carboxylate